N-(3-bromo-2-chloro-phenyl)-4-oxo-6,7-dihydro-5H-pyrazolo[1,5-a]pyridine-2-carboxamide BrC=1C(=C(C=CC1)NC(=O)C1=NN2C(C(CCC2)=O)=C1)Cl